N,N,N-tris(stearoyl-oxy-ethyl)-amine C(CCCCCCCCCCCCCCCCC)(=O)OCCN(CCOC(CCCCCCCCCCCCCCCCC)=O)CCOC(CCCCCCCCCCCCCCCCC)=O